stearoylCoA C(CCCCCCCCCCCCCCCCC)(=O)SCCNC(CCNC([C@@H](C(COP(OP(OC[C@@H]1[C@H]([C@H]([C@@H](O1)N1C=NC=2C(N)=NC=NC12)O)OP(=O)(O)O)(=O)O)(=O)O)(C)C)O)=O)=O